tert-butyl-rel-(1R,5S)-8-fluoro-7-oxo-1-({[(1s,4s)-4-{2-[3-(tert-butoxy)-3-oxopropoxy]phenyl} cyclohexyl]oxy}methyl)-9-oxa-2,6-diazaspiro[4.5]decane-2-carboxylate C(C)(C)(C)OC(=O)N1[C@H]([C@]2(CC1)NC(C(OC2)F)=O)COC2CCC(CC2)C2=C(C=CC=C2)OCCC(=O)OC(C)(C)C |o1:8,9|